3-((cyclopropylamino)methyl)pyrrolidine-1-carboxylic acid tert-butyl ester C(C)(C)(C)OC(=O)N1CC(CC1)CNC1CC1